COC=O.BrC=1C=CC=CC1NC1=CC=C(C=C1)S(F)(F)(F)(F)F 3-bromo-4-((4-(pentafluoro-λ6-sulfanyl)phenyl)amino)benzene Methyl-formate